O1[C@H](CCCC1)C(=O)O |r| Racemic-tetrahydro-2H-pyran-2-carboxylic acid